N-(4-((2-(2,6-difluorophenyl)pyridin-4-yl)amino)-7-(2-morpholinoethoxy)quinazolin-6-yl)acrylamide FC1=C(C(=CC=C1)F)C1=NC=CC(=C1)NC1=NC=NC2=CC(=C(C=C12)NC(C=C)=O)OCCN1CCOCC1